OC(CS(=O)(=O)O)CN1CCN(CC1)CC(CS(=O)(=O)O)O 2-hydroxy-3-[4-(2-hydroxy-3-sulfopropyl)piperazin-1-yl]propane-1-sulfonic acid